(R)-2-isopropoxy-5-(3-(1-(2-oxooxazolidin-3-yl)-2,3-dihydro-1H-inden-4-yl)-1,2,4-oxadiazol-5-yl)benzonitrile C(C)(C)OC1=C(C#N)C=C(C=C1)C1=NC(=NO1)C1=C2CC[C@H](C2=CC=C1)N1C(OCC1)=O